dioxidane OO